4-methoxy-2-((3-methyl-4-(1-methyl-piperidin-4-yl)phenyl)amino)pyrimidine COC1=NC(=NC=C1)NC1=CC(=C(C=C1)C1CCN(CC1)C)C